4-[6-(fluoromethyl)-2-(5-fluoro-2-pyridinyl)-6-methyl-5,7-dihydro-4H-pyrazolo[1,5-a]Pyridin-3-yl]Pyridin-2-amine FCC1(CCC=2N(C1)N=C(C2C2=CC(=NC=C2)N)C2=NC=C(C=C2)F)C